(2R)-N-((S)-(5-chloro-6-(trifluoromethyl)pyridin-3-yl)(4-(trifluoromethoxy)-phenyl)methyl)-2-methyl-3-oxopiperazine-1-carboxamide ClC=1C=C(C=NC1C(F)(F)F)[C@@H](NC(=O)N1[C@@H](C(NCC1)=O)C)C1=CC=C(C=C1)OC(F)(F)F